6-(benzylthio)pyridin-3-amine C(C1=CC=CC=C1)SC1=CC=C(C=N1)N